2-(3,7-dimethylocta-2,6-dien-1-yl)-4-(5-methyl-1,2,4-oxadiazol-3-yl)-5-pentylbenzene-1,3-diol CC(=CCC1=C(C=C(C(=C1O)C1=NOC(=N1)C)CCCCC)O)CCC=C(C)C